4-amino-2'-bromo-4',5'-difluorospiro[cyclohexane-1,1'-indene] NC1CCC2(C(=CC3=C(C(=CC=C23)F)F)Br)CC1